N-(4-(6-(3-(4-acetylpiperazin-1-yl)propoxy)-7-methoxyquinazolin-4-yl)phenyl)-2-(4-(trifluoromethyl)phenyl)acetamide C(C)(=O)N1CCN(CC1)CCCOC=1C=C2C(=NC=NC2=CC1OC)C1=CC=C(C=C1)NC(CC1=CC=C(C=C1)C(F)(F)F)=O